(5-bromo-2-methoxyphenyl)(methyl)sulfane BrC=1C=CC(=C(C1)SC)OC